(2R,3S,4R,5R)-5-cyano-4-hydroxy-5-(4-((R)-2-methylbutanamido)pyrrolo[2,1-f][1,2,4]triazin-7-yl)-2-((2-phenylacetoxy)methyl)tetrahydrofuran-3-yl (S)-2-amino-3,3-dimethylbutanoate N[C@H](C(=O)O[C@@H]1[C@H](O[C@]([C@@H]1O)(C1=CC=C2C(=NC=NN21)NC([C@@H](CC)C)=O)C#N)COC(CC2=CC=CC=C2)=O)C(C)(C)C